(2R,4S)-N-((S)-1-(((3-chloro-1H-pyrrolo[2,3-b]pyridin-5-yl)methyl)amino)-1-oxopropan-2-yl)-4-(naphthalen-1-ylmethyl)pyrrolidine-2-carboxamide hydrochloride Cl.ClC1=CNC2=NC=C(C=C21)CNC([C@H](C)NC(=O)[C@@H]2NC[C@H](C2)CC2=CC=CC1=CC=CC=C21)=O